di-isopropoxytitanium diisostearate C(CCCCCCCCCCCCCCC(C)C)(=O)[O-].C(CCCCCCCCCCCCCCC(C)C)(=O)[O-].C(C)(C)O[Ti+2]OC(C)C